(tetrahydro-2H-pyran-3-yl)-1H-pyrazole-5-carboxylic acid O1CC(CCC1)N1N=CC=C1C(=O)O